(1s,4s)-2'-bromo-4-(3-chloroanilino)-5'-methyl-spiro[cyclohexane-1,1'-indene]-4-carboxylic acid methyl ester COC(=O)C1(CCC2(C(=CC3=CC(=CC=C23)C)Br)CC1)NC1=CC(=CC=C1)Cl